ethylcyclopentyl-phosphinic acid C(C)P(O)(=O)C1CCCC1